(S)-5-(2,4-difluorophenyl)-2-(2,2,2-trifluoroethyl)-3,4-dihydro-2H-pyrano[2,3-b]Pyridine-7-carboxamide FC1=C(C=CC(=C1)F)C1=C2C(=NC(=C1)C(=O)N)O[C@@H](CC2)CC(F)(F)F